(1-((6-(phenylsulfanyl)pyridin-3-yl)methyl)-1H-pyrazol-4-yl)pyridin-2-amine C1(=CC=CC=C1)SC1=CC=C(C=N1)CN1N=CC(=C1)C=1C(=NC=CC1)N